ClC=1C(=C(C(=CC1N1C[C@@]2(CC[C@@H]2CN(C)C)CC1)F)S(=O)(=O)NC1=NC(=CC=C1)F)F 3-chloro-4-((1S,4S)-1-((dimethylamino)methyl)-6-azaspiro[3.4]octan-6-yl)-2,6-difluoro-N-(6-fluoropyridin-2-yl)benzenesulfonamide